2,6-bis(2,4-diethyloxyphenyl)-4-(4-(4-butylphenyl)aminophenyl)pyridine copper phosphorus zinc tin [Sn].[Zn].[P].[Cu].C(C)OC1=C(C=CC(=C1)OCC)C1=NC(=CC(=C1)C1=CC=C(C=C1)NC1=CC=C(C=C1)CCCC)C1=C(C=C(C=C1)OCC)OCC